C(C)(=O)OC1C(OC(C(C1CC(=O)O)OC(C)=O)OC1=CC=C(C=C1)C(C=CC1=CC=CC=C1)=O)COC(C)=O 2-[3,5-Diacetyloxy-2-(acetyloxymethyl)-6-[4-(3-phenylprop-2-enoyl)phenoxy]oxan-4-yl]acetic acid